CC(CCCCCC)OP([O-])(=O)CC(CCCC)CC.[Co+2].ClC1=CC=C(C=C1)C1=CC(=NC(=N1)C=1C=NC=CC1)N1CC(C1)CO.CC(CCCCCC)OP([O-])(=O)CC(CCCC)CC (1-(6-(4-chlorophenyl)-2-(pyridin-3-yl)pyrimidin-4-yl)azetidin-3-yl)methanol cobalt (II) 1-methylheptyl-(2-ethylhexyl)phosphonate